N-(4-(3-((tert-butyldimethylsilyl)oxy)azetidine-1-carbonyl)-3-chlorophenyl)-3-(3-chloropyridin-2-yl)-4-cyclopropylisothiazole-5-carboxamide [Si](C)(C)(C(C)(C)C)OC1CN(C1)C(=O)C1=C(C=C(C=C1)NC(=O)C1=C(C(=NS1)C1=NC=CC=C1Cl)C1CC1)Cl